OC[C@@H]1[C@H]2C[C@H]2CN1C(=O)OC(C)(C)C tert-butyl (1S,2S,5R)-2-(hydroxymethyl)-3-azabicyclo[3.1.0]hexane-3-carboxylate